CC/1(CN(CC\C1=C/C#CC1=NC(=CC=C1)C)C1=NC(=CC=C1[N+](=O)[O-])C)C 2-{(4E)-3,3-dimethyl-4-[3-(6-methylpyridin-2-yl)prop-2-yn-1-ylidene]piperidin-1-yl}-6-methyl-3-nitropyridine